(1R,3aS,3bS,5aR,6R,7S,9aR,9bS,11aR)-1-[(2R)-6-(2,6-difluorophenyl)-6-hydroxyhex-2-yl]-4,4-difluoro-9a,11a-dimethylhexadecahydro-1H-cyclopenta[1,2-a]phenanthrene-6,7-diol FC1=C(C(=CC=C1)F)C(CCC[C@@H](C)[C@H]1CC[C@@H]2[C@@]1(CC[C@@H]1[C@]3(CC[C@@H]([C@@H]([C@@H]3CC([C@@H]21)(F)F)O)O)C)C)O